5-[4-[(pyridin-4-yl)carbonylamino]phenyl]-1H-naphtho[1,2-b][1,4]diazepine-2,4(3H,5H)-dione hydrochloric acid salt Cl.N1=CC=C(C=C1)C(=O)NC1=CC=C(C=C1)N1C2=C(NC(CC1=O)=O)C1=CC=CC=C1C=C2